(S)-2-((2-((1-ethoxy-3,3-dimethyl-1,3-dihydrobenzo[c][1,2]oxaborol-5-yl)amino)-5-(3-(pyridin-2-yl)-1,2,4-oxadiazol-5-yl)pyrimidin-4-yl)amino)-2-phenylethan-1-ol C(C)OB1OC(C2=C1C=CC(=C2)NC2=NC=C(C(=N2)N[C@H](CO)C2=CC=CC=C2)C2=NC(=NO2)C2=NC=CC=C2)(C)C